(tridecyl)-4,4'-n-butylidenebis(2-t-butyl-5-methylphenol) diphosphite OP(O)OP(O)O.C(CCCCCCCCCCCC)CCCC(C1=CC(=C(C=C1C)O)C(C)(C)C)C1=CC(=C(C=C1C)O)C(C)(C)C